3-propenyl-1-propenyl-(1-propenyl)butanol C(=CC)C(CC(O)(C=CC)C=CC)C